NC1=C(C=C(C=N1)NC(C(=O)N1C(CCC(C1)C)C1=CC(=CC=C1)S(N)(=O)=O)=O)C N-(6-amino-5-methylpyridin-3-yl)-2-(5-methyl-2-(3-Sulfamoylphenyl)piperidin-1-yl)-2-oxoacetamide